ethyl-8-bromo-4-(dimethylamino)quinoline C(C)C1=NC2=C(C=CC=C2C(=C1)N(C)C)Br